C(C=C)(=O)OCC(C)(COC(C=C)=O)N=C=O 1,1-Bis(acryloyloxymethyl)-ethylisocyanat